C(C1=CC=CC=C1)OC1=C(C(=C(C(=O)OC2=C(C(=C(C(=O)OCC3=CC=CC=C3)C(=C2C)C)Br)C)C(=C1)C)C)C benzyl 4-((4-(benzyloxy)-2,3,6-trimethylbenzoyl)oxy)-2-bromo-3,5,6-trimethylbenzoate